NC=1C=C(C=C2C=C(N=CC12)NC(=O)[C@H]1[C@@H](C1)C#N)C1=CC=2N(C=C1C)C=CN2 |r| (±)-trans-N-[8-amino-6-(6-methylimidazo[1,2-a]pyridin-7-yl)-3-isoquinolyl]-2-cyano-cyclopropanecarboxamide